(S)-2-((((9H-fluoren-9-yl)methoxy)carbonyl)amino)-3-(5-chloro-2-(1-methyl-1H-pyrazol-4-yl)phenyl)propanoic acid C1=CC=CC=2C3=CC=CC=C3C(C12)COC(=O)N[C@H](C(=O)O)CC1=C(C=CC(=C1)Cl)C=1C=NN(C1)C